C(#N)C1=CC(=C(C=C1)COC1=CC=CC(=N1)C1=C(C=C(C=C1)CC=1N(C2=C(N1)C=CC(=C2)C(=O)OC)CCOC)C)F Methyl 2-{[4-[6-[(4-cyano-2-fluoro-phenyl)methoxy]-2-pyridyl]-3-methyl-phenyl]methyl}-3-(2-methoxyethyl)benzimidazole-5-carboxylate